NC(CC(C(=O)NCC(=O)OC(C)(C)C)NC(NC1=CC=C(C=C1)Br)=O)=O tert-butyl [(4-amino-2-{[(4-bromophenyl)carbamoyl]amino}-4-oxobutanoyl)amino]acetate